C(C)(=O)OC(=CC1C2=CC=CC=C2OC=2C=CC=CC12)C1=CC=C(C=C1)C(C)(C)C 1-(4-(tert-butyl)phenyl)-2-(9H-xanthen-9-yl)vinyl acetate